FC1=C(C(=CC=C1C(=O)C1=CNC2=NC=C(C=C21)C=2C=NC(=NC2)NCCOC)F)NS(=O)(=O)CCC N-(2,6-difluoro-3-(5-(2-((2-methoxyethyl)amino)pyrimidin-5-yl)-1H-pyrrolo[2,3-b]pyridine-3-carbonyl)phenyl)propane-1-sulfonamide